COC1=C(C2=C3C(=C1)C=CN=C3C(=O)C4=CC5=C(C=C42)OCO5)OC The molecule is an oxoaporphine alkaloid isolated from Annona glabra and has been shown to exhibit acetylcholinesterase inhibitory activity. It has a role as a plant metabolite and an EC 3.1.1.7 (acetylcholinesterase) inhibitor. It is an organic heteropentacyclic compound, an oxacycle, an aromatic ether, an alkaloid antibiotic and an oxoaporphine alkaloid. It derives from an aporphine.